N-[4-(3-chlorophenoxy)-3-sulfamylphenyl]-2-(2,3-dichloro-6-fluorophenyl)acetamide ClC=1C=C(OC2=C(C=C(C=C2)NC(CC2=C(C(=CC=C2F)Cl)Cl)=O)S(N)(=O)=O)C=CC1